BrC=1C=CC=2N(N1)C=C(N2)CCO 2-(6-Bromoimidazo[1,2-b]pyridazin-2-yl)ethan-1-ol